molybdenum-antimony sulfate S(=O)(=O)([O-])[O-].[Sb+3].[Mo+4]